C(C1=CC=CC=C1)N1CCN(CC1)C1=C(C=NC2=CC=CC=C12)NC(C1=CC=C(C=C1)C)=O N-(4-(4-benzylpiperazin-1-yl)quinolin-3-yl)-4-methylbenzamide